C(C)(=O)NC1=NC=NN2C1=CC=C2[C@@]2(O[C@H]([C@@H]([C@H]2CC(=O)[O-])CC(=O)[O-])COC(C)=O)C#N (2R,3R,4R,5R)-2-(4-acetamidopyrrolo[2,1-f][1,2,4]triazin-7-yl)-5-(acetoxymethyl)-2-cyanotetrahydrofuran-3,4-diyldiacetate